O1CCNC2=C1C=CC(=C2)C=2N=C(NC2C2=C(C=NC=C2)C)N 4-(3,4-dihydro-2H-1,4-benzoxazin-6-yl)-5-(3-methylpyridin-4-yl)-1H-imidazol-2-amine